CN1C[C@H]2[C@H](C1)CN(C2)C(=O)OC(C)(C)C tert-butyl (3aR,6aR)-5-methylhexahydropyrrolo[3,4-c]pyrrole-2(1H)-carboxylate